1-(4-(5-((4-amino-2-(heptan-4-yloxy)imidazo[2,1-f][1,2,4]triazin-7-yl)methyl)-3-methylpyridin-2-yl)piperazin-1-yl)-2-(methylamino)ethan-1-one NC1=NC(=NN2C1=NC=C2CC=2C=C(C(=NC2)N2CCN(CC2)C(CNC)=O)C)OC(CCC)CCC